(R)-6-hydroxy-6-methyl-2-(1H-pyrazol-4-yl)-6,7,8,9-tetrahydrothieno[2,3-c]quinolin-4(5H)-one O[C@@]1(CCCC=2C3=C(C(NC12)=O)SC(=C3)C=3C=NNC3)C